COC=1C=C(NC2=CC=CC(=N2)S(=O)(=O)NC(=O)C=2C(=NC=CC2)N2C(CC(C2)C)(C)C)C=CC1OC N-[[6-(3,4-Dimethoxyanilino)-2-pyridyl]sulfonyl]-2-(2,2,4-trimethylpyrrolidin-1-yl)pyridin-3-carboxamid